[I-].NCC1=[N+](C2=C(N1CC)C=C(C=C2)Cl)C (aminomethyl)-6-chloro-1-ethyl-3-methyl-1H-1,3-benzodiazol-3-ium iodide